FC(C=1C=C(OCCOC2=NC=C(C=C2)Br)C=C(C1)C(F)(F)F)(F)F 2-(2-(3,5-bis(trifluoromethyl)phenoxy)ethoxy)-5-bromopyridine